ClC1=C(C=CC=C1)CC(=O)NC1=CC(=C(C=C1)C=1N=C(SC1)C(C)(C)O)S(N)(=O)=O 2-(2-chlorophenyl)-N-{4-[2-(2-hydroxypropan-2-yl)-1,3-thiazol-4-yl]-3-sulfamoylphenyl}acetamide